5-[2-fluoro-6-hydroxy-4-(5-methoxy-3-pyridyl)phenyl]-1,1-dioxo-1,2,5-thiadiazolidin-3-one FC1=C(C(=CC(=C1)C=1C=NC=C(C1)OC)O)N1CC(NS1(=O)=O)=O